4-(5-acryloyloctahydro-1H-pyrrolo[3,2-c]pyridin-1-yl)-3-chloro-5-fluoro-2-methyl-1H-indole-7-carboxamide C(C=C)(=O)N1CC2C(CC1)N(CC2)C2=C1C(=C(NC1=C(C=C2F)C(=O)N)C)Cl